ONC(C1=CC=C(C=C1)CN1C(N(C(C2=CC=C(C=C12)C)=O)CCC1=CC=CC=C1)=O)=O N-hydroxy-4-((7-methyl-2,4-dioxo-3-phenethyl-3,4-dihydroquinazolin-1(2H)-yl)methyl)benzamide